BrC1=CC=NN1C 5-bromo-1-methylpyrazole